isopropyltri-t-butoxytin C(C)(C)[Sn](OC(C)(C)C)(OC(C)(C)C)OC(C)(C)C